N-(3-chlorophenyl)-1-(3-fluorocyclobutyl)-N-((5-(hydrazinecarbonyl)pyridin-2-yl)methyl)piperidine-4-sulfonamide ClC=1C=C(C=CC1)N(S(=O)(=O)C1CCN(CC1)C1CC(C1)F)CC1=NC=C(C=C1)C(=O)NN